5-[[2-[(2R,5S)-5-methyl-2-(2-oxo-3,4-dihydro-1H-Quinolin-6-yl)-1-piperidyl]-2-oxo-acetyl]amino]pyridine-3-carboxamide C[C@H]1CC[C@@H](N(C1)C(C(=O)NC=1C=C(C=NC1)C(=O)N)=O)C=1C=C2CCC(NC2=CC1)=O